C(C)(C)(C)OC(=O)N1CC(C1)CNC1CC1.N1(N=CN=C1)CC(=O)NN 2-(1H-1,2,4-triazol-1-yl)acethydrazide tert-Butyl-3-[(cyclopropylamino)methyl]azetidine-1-carboxylate